ClC1=NC=2N(CC1)N=CC2C(=O)O 5-chloro-7,8-dihydro-6H-pyrazolo[1,5-a]pyrimidine-3-carboxylic acid